5-carboxy-1,3-dihydrobenzo[c]selenophen-2-oxide C(=O)(O)C1=CC2=C(C[Se](C2)=O)C=C1